[Cl-].CN1C=[NH+]C=C1 3-methyl-1-imidazolium chloride